ClCC1=NC2=CC(=CC=C2C(N1)=O)C 2-(Chloromethyl)-7-methylquinazolin-4(3H)-one